C1=COO1 dioxetene